5-phenyl-2-bromoaniline C1(=CC=CC=C1)C=1C=CC(=C(N)C1)Br